Benzyl (2-(5-chloro-2-methyl-1H-indol-3-yl)ethyl)carbamate ClC=1C=C2C(=C(NC2=CC1)C)CCNC(OCC1=CC=CC=C1)=O